Rel-(3aR,6aR)-2-acetamido-N-(tert-butyl)-5-(dibenzylamino)-1-(3-(4,4,5,5-tetramethyl-1,3,2-dioxaborolan-2-yl)propyl)octahydropentalene-2-carboxamide C(C)(=O)NC1(C([C@@H]2CC(C[C@@H]2C1)N(CC1=CC=CC=C1)CC1=CC=CC=C1)CCCB1OC(C(O1)(C)C)(C)C)C(=O)NC(C)(C)C |o1:6,10|